2β,6β-bis(isocyanato)norbornane C1[C@H](C2CC1C[C@@H]2N=C=O)N=C=O